Methyl (5S)-5-C-[4-chloro-3-[(4-ethoxyphenyl)methyl]phenyl]-1-thio-β-L-xylopyranoside ClC1=C(C=C(C=C1)[C@H]1[C@@H]([C@H]([C@@H]([C@@H](SC)O1)O)O)O)CC1=CC=C(C=C1)OCC